(R)-3-Amino-1-(2-((6-amino-9H-purin-9-yl)methyl)-3-((diethylamino)methyl)-4-fluorophenyl)-N-cyclopropylpyrrolidin-3-carboxamide N[C@]1(CN(CC1)C1=C(C(=C(C=C1)F)CN(CC)CC)CN1C2=NC=NC(=C2N=C1)N)C(=O)NC1CC1